C(C)(C)(C)OC(=O)NC1=C(C2=C(S1)C(=CC=C2C2=C(C=C1C(=NC(=NC1=C2F)F)N2CC1CCC(C2)N1C(=O)OC(C)(C)C)C(F)(F)F)F)C#N tert-butyl 3-(7-(2-((tert-butoxycarbonyl)amino)-3-cyano-7-fluoro benzo[b]thiophen-4-yl)-2,8-difluoro-6-(trifluoromethyl)quinazolin-4-yl)-3,8-diazabicyclo[3.2.1]octane-8-carboxylate